N1(CCC1)C1=NC=CC(=C1)N1C=C(C(C2=CC(=C(N=C12)N1[C@H](CCC1)COC1=NC=CC=C1Cl)Cl)=O)C(=O)O (R)-1-(2-(azetidin-1-yl)pyridin-4-yl)-6-chloro-7-(2-(((3-chloropyridin-2-yl)oxy)methyl)pyrrolidin-1-yl)-4-oxo-1,4-dihydro-1,8-naphthyridine-3-carboxylic acid